(R)-N-methyl-1-(pyrrolidine-2-yl)methylamine CNC[C@@H]1NCCC1